ClC1=C(C=CC2=C1C(=NCC(=N2)N)C2=C(C=CC=C2)F)Cl 6,7-dichloro-5-(2-fluorophenyl)-3H-1,4-benzodiazepine-2-Amine